ClC1=CC=C(OC2CN(CC2)S(=O)(=O)N2[C@H]([C@@H]3CC[C@H](C2)N3C(=O)OCCOC)C(NO)=O)C=C1 2-methoxyethyl (1S,2R,5R)-3-((3-(4-chloro-phenoxy)-pyrrolidin-1-yl)-sulfonyl)-2-(hydroxy-carbamoyl)-3,8-diazabicyclo-[3.2.1]octane-8-carboxylate